methoxy-5-[[2-[(2S,5R)-5-methyl-2-[2-(methylamino)-1,3-benzothiazol-5-yl]-1-piperidyl]-2-oxo-acetyl]amino]pyridine-3-carboxamide COC1=NC=C(C=C1C(=O)N)NC(C(=O)N1[C@@H](CC[C@H](C1)C)C=1C=CC2=C(N=C(S2)NC)C1)=O